C(CCCCCCC\C=C\C=C)CC(=O)O.C(C1=CC=CC=C1)OC1=CC(=C(C=C1)Br)C#CC(C)C 4-benzyloxy-1-bromo-2-(3-methylbut-1-ynyl)benzene (E)-9,11-dodecadienyl-acetate